C(C)(C)(C)C=1C=C(N(N1)C1=CC=C(C=C1)C)NC(=O)NC1=CC(=C(C2=CC=CC=C12)OCCN1CCOCC1)C 1-[5-tert-butyl-2-p-tolyl-2H-pyrazol-3-yl]-3-[4-(2-morpholin-4-yl-ethoxy)-3-methylnaphthalen-1-yl]-urea